CC1(CC(C1)COC1=NN(C=C1[N+](=O)[O-])COCC[Si](C)(C)C)O 1-methyl-3-(((4-nitro-1-((2-(trimethylsilyl)ethoxy)methyl)-1H-pyrazol-3-yl)oxy)methyl)cyclobutan-1-ol